N-[[1-(azetidin-1-ylmethyl)cyclobutyl]methyl]-4,5,6,7,8,9-hexahydrocycloocta[b]thiophene-2-carboxamide N1(CCC1)CC1(CCC1)CNC(=O)C1=CC2=C(S1)CCCCCC2